Methyl (+-)-2-pyrrolidone-5-carboxylate N1C(CC[C@@H]1C(=O)OC)=O |r|